N-(3-(2-cyanopropan-2-yl)-5-(4-methylpiperazin-1-yl)phenyl)-6-((2-(1-(cyclopropylsulfonyl)-1H-pyrazol-4-yl)pyrimidin-4-yl)amino)-4-(isopropylamino)nicotinamide C(#N)C(C)(C)C=1C=C(C=C(C1)N1CCN(CC1)C)NC(C1=CN=C(C=C1NC(C)C)NC1=NC(=NC=C1)C=1C=NN(C1)S(=O)(=O)C1CC1)=O